C1(CC1)CN(C([O-])=O)[C@@H]1C[C@@H](C1)OC1=C2C=NN(C2=CC(=C1)C1=CC=C(C=C1)O)C1OCCCC1 cis-N-(cyclopropylmethyl)-N-[3-[(6-(4-hydroxyphenyl)-1-(tetrahydro-2H-pyran-2-yl)-1H-Indazol-4-yl)oxy]cyclobutyl]carbamate